The molecule is the trianion arising from deprotonation of the diphosphate hydroxy groups and the imide nitrogen of flavin mononucleotide (FMN). Major species at pH 7.3. It has a role as a coenzyme, a human metabolite, a Saccharomyces cerevisiae metabolite and a cofactor. It is a conjugate base of a FMN. CC1=CC2=C(C=C1C)N(C3=NC(=NC(=O)C3=N2)[O-])C[C@@H]([C@@H]([C@@H](COP(=O)([O-])[O-])O)O)O